di(n-octyl)cycloheptane C(CCCCCCC)C1(CCCCCC1)CCCCCCCC